C(C)OC(C(CC1=CC=C(C=C1)OCCOCC)N1CCN(CCNCCN(CC1)CC(OC(C)(C)C)=O)CC(=O)OC(C)(C)C)=O 2-[4,10-bis(2-tert-butoxy-2-oxoethyl)-1,4,7,10-tetraazacyclododecan-1-yl]-3-[4-(2-ethoxyethoxy)phenyl]propionic acid ethyl ester